7-methyl-thieno[3,2-d]pyrimidin-4-ol CC1=CSC2=C1N=CN=C2O